N-(3-methoxybenzyl)-N-(4-(4-methylpiperazin-1-yl)benzyl)-4-(2-morpholinoethyl)thiazol-2-amine COC=1C=C(CN(C=2SC=C(N2)CCN2CCOCC2)CC2=CC=C(C=C2)N2CCN(CC2)C)C=CC1